C(#N)C1=CC=C(C=C1)NC(=S)N\N=C\1/C(NC2=CC=C(C=C12)F)=O (Z)-N-(4-cyanophenyl)-2-(5-fluoro-2-oxoindolin-3-ylidene)hydrazinecarbothioamide